N-(6-(5-chloro-6-fluoro-7-((2-fluoroethyl)amino)-1H-indazol-4-yl)imidazo[1,2-a]pyrazin-2-yl)-2-fluorocyclopropane-1-carboxamide ClC=1C(=C2C=NNC2=C(C1F)NCCF)C=1N=CC=2N(C1)C=C(N2)NC(=O)C2C(C2)F